C1N(CC=2C=NC=CC21)C(=O)NC2=CC=C(C=C2)C=2CCN(CC2)S(=O)(=O)NC(OC(C)(C)C)=O tert-butyl ((4-(4-(2,3-dihydro-1H-pyrrolo[3,4-c]pyridine-2-carboxamido)phenyl)-3,6-dihydropyridin-1(2H)-yl)sulfonyl)carbamate